CC(OCCCN)COC(COCCCN)C 4,7,10-trioxa-5,8-dimethyl-tridecane-1,13-diamine